Calcium hydrid [H-].[Ca+2].[H-]